(S)-3-cyano-N'-((4-cyano-2,6-diisopropylphenyl)carbamoyl)-5-(2-hydroxypropan-2-yl)benzenesulfonimidamide C(#N)C=1C=C(C=C(C1)C(C)(C)O)[S@](=O)(N)=NC(NC1=C(C=C(C=C1C(C)C)C#N)C(C)C)=O